1-((1-(2-(hydroxymethyl)-4-(1H-pyrazole-4-yl)phenyl)piperidin-4-yl)methyl)pyrrolidin-2-one OCC1=C(C=CC(=C1)C=1C=NNC1)N1CCC(CC1)CN1C(CCC1)=O